N(=[N+]=[N-])CC=1N=C2N(C=C(C=C2N2CCN(CC2)C(=O)OC(C)(C)C)C2CC2)C1 tert-butyl 4-(2-(azidomethyl)-6-cyclopropylimidazo[1,2-a]pyridin-8-yl)piperazine-1-carboxylate